C(CCCCCCCCCCCCCCC)[N+](C)(C)C.C1(=CC=CC=C1)S(=O)(=O)OCCCCCCCCCCCC.[Na+] sodium dodecyl benzenesulfonate, cetyltrimethylammonium salt